(2S)-9-((2-Chloro-4-((2-Chloro-6-methylpyridin-4-yl)oxy)phenyl)(hydroxy)methyl)-2-(methoxymethyl)-2-Methyl-1,2,4,7-tetrahydro-3H-pyrrolo[3',2':5,6]pyrido[3,4-b]pyrazin-3-one ClC1=C(C=CC(=C1)OC1=CC(=NC(=C1)C)Cl)C(C1=CNC2=C1C1=C(NC([C@](N1)(C)COC)=O)C=N2)O